FC(C=1C=CC=2N(N1)C(=CN2)C2=CC(=NC=N2)N2CC(CC(C2)C(F)(F)F)N=S(=O)(C)C)F ((1-(6-(6-(Difluoromethyl)imidazo[1,2-b]pyridazin-3-yl)pyrimidin-4-yl)-5-(trifluoromethyl)piperidin-3-yl)imino)dimethyl-λ6-sulfanone